N[C@@H](CCCNC(=O)N)C(=O)N1CCC(CC1)C=1C=C2C(=C(NC2=CC1)C1=CC(=NC=C1)C)C(C)C (S)-1-(4-amino-5-(4-(3-isopropyl-2-(2-methylpyridin-4-yl)-1H-indol-5-yl)piperidin-1-yl)-5-oxopentyl)urea